N-((S)-1-(2-chloropyridin-4-yl)ethyl)-2-methylpropan-2-sulfinamide ClC1=NC=CC(=C1)[C@H](C)NS(=O)C(C)(C)C